S1[C-]=NC=C1 THIAZOLIDE